CO[Si](CCC1=CC=CC=C1)(OC)OC trimethoxy(phenylethyl)silane